C(C)(C)(C)N1CC(C1)(C)[C@](O)(C1=CC=C(C=C1)OC(F)(F)F)C=1C=NC=C(C1)N1CCCC1 (R)-(1-tert-Butyl-3-methyl-azetidin-3-yl)-(5-pyrrolidin-1-yl-pyridin-3-yl)-(4-trifluoromethoxy-phenyl)-methanol